C1(CC1)N1CCC(CC1)C1=NC2=C(C=C(C=C2C(N1)=O)C1=CC2=C(N=C(O2)C)C=C1)F 2-(1-Cyclopropylpiperidin-4-yl)-8-fluoro-6-(2-methyl-1,3-benzoxazole-6-yl)quinazoline-4(3H)one